BrC=1C=C2C=C(C=NC2=CC1)O 6-bromoquinolin-3-ol